5-[4-(4-n-pentylcyclohexylcyclohexyl)cyclohexyloxy]phenylmethylene-1,3-diaminobenzene C(CCCC)C1CCC(CC1)C1(CCCCC1)C1CCC(CC1)OC=1C=CC=C(C1)C=C1C(C=CC=C1N)N